(5-isopropyl-1H-pyrazol-3-yl){(1R,5S,6r)-6-[6a-methyl-4,5,6,6a-tetrahydro-3aH-cyclopenta[d][1,2]oxazol-3-yl]-3-azabicyclo[3.1.0]hex-3-yl}methanone C(C)(C)C1=CC(=NN1)C(=O)N1C[C@H]2C([C@H]2C1)C1=NOC2(C1CCC2)C